N1(CCC1)C(C(COC)OC1=CC=C2C(=CC(OC2=C1)=O)C1=C(C=CC=C1)C)=O 7-((1-(azetidin-1-yl)-3-methoxy-1-oxopropan-2-yl)oxy)-4-(o-tolyl)-2H-chromen-2-one